4-(4-((S)-1-((5-(2,4-difluorophenoxy)pyrazin-2-yl)amino)-1-oxopropan-2-yl)-2,2-dimethylpiperazine-1-carbonyl)-2-((S)-1-hydroxyethyl)pyridine 1-oxide FC1=C(OC=2N=CC(=NC2)NC([C@H](C)N2CC(N(CC2)C(=O)C2=CC(=[N+](C=C2)[O-])[C@H](C)O)(C)C)=O)C=CC(=C1)F